1,N1-dimethyl-N2-(1,2,3,4-tetrahydroisoquinolin-5-yl)ethane-1,2-diamine CC(CNC1=C2CCNCC2=CC=C1)NC